BrC=1C(=CC(=C(N[C@H](CC(=O)OCC)C2=C(C=CC=C2OC(F)F)Cl)C1)[N+](=O)[O-])F Ethyl (3R)-3-(5-bromo-4-fluoro-2-nitro-anilino)-3-[2-chloro-6-(difluoromethoxy)phenyl]propanoate